N-(34-hydroxy-tetratriacontanoyl)-sphinganine OCCCCCCCCCCCCCCCCCCCCCCCCCCCCCCCCCC(=O)N[C@@H](CO)[C@H](O)CCCCCCCCCCCCCCC